N1N=CC=2CNC=C(C21)C(=O)N 1H,4H,5H-pyrazolo[4,3-c]Pyridine-7-carboxamide